N-hydroxy-1,1-dimethyl-2-(6-(trifluoromethyl)oxazolo[4,5-b]pyridin-2-yl)isoindoline-4-carboxamide ONC(=O)C=1C=2CN(C(C2C=CC1)(C)C)C=1OC=2C(=NC=C(C2)C(F)(F)F)N1